2-(2,6-dimethylpyridin-4-yl)-4-(5-(4-fluorophenyl)-1-methyl-2-oxo-1,2-dihydropyridin-4-yl)-6-methyl-1,6-dihydro-7H-pyrrolo[2,3-c]pyridin-7-one hydrochloride Cl.CC1=NC(=CC(=C1)C1=CC2=C(C(N(C=C2C2=CC(N(C=C2C2=CC=C(C=C2)F)C)=O)C)=O)N1)C